5-[2-fluoro-6-hydroxy-4-[[4-(3-methylbutanoyl)piperazin-1-yl]methyl]phenyl]-1,1-dioxo-1,2,5-thiadiazolidin-3-one FC1=C(C(=CC(=C1)CN1CCN(CC1)C(CC(C)C)=O)O)N1CC(NS1(=O)=O)=O